CC1=C(C(=NO1)C=1C=NC(=CC1)C)COC1=CC2=C(N=N1)CN(CC2)C(CC)=O 1-(3-{[5-methyl-3-(6-methylpyridin-3-yl)-1,2-oxazol-4-yl]methoxy}-5H,6H,7H,8H-pyrido[3,4-c]pyridazin-7-yl)propan-1-one